ClC=1C=C(C=CC1)N1N=C(C=C(C1=O)C(=O)O)C1=CC=C(C=C1)Cl 2-(3-chlorophenyl)-6-(4-chlorophenyl)-3-oxo-2,3-dihydropyridazine-4-carboxylic acid